Cl.N1(CCNCC1)C[C@H](C)NC=1C2=C(N=CN1)C=CS2 N-[(2S)-1-piperazin-1-ylpropan-2-yl]Thieno[3,2-d]Pyrimidin-4-amine hydrochloride